2-(3-amino-1-tetrahydropyran-2-yl-indazol-6-yl)thio-N-methyl-benzamide NC1=NN(C2=CC(=CC=C12)SC1=C(C(=O)NC)C=CC=C1)C1OCCCC1